O=C1CC2(C1)CN(C2)C2=NC=CC(=N2)COC2=CC=C(C=C2)C(C)(C)C2=CC=C(OCC1(CCC1)NC=1C=C3CN(CC3=CC1)C1C(NC(CC1)=O)=O)C=C2 5-((1-((4-(2-(4-((2-(2-oxo-6-azaspiro[3.3]heptane-6-yl)pyrimidin-4-yl)methoxy)phenyl)propan-2-yl)phenoxy)methyl)cyclobutyl)amino)-2-(2,6-dioxopiperidin-3-yl)isoindoline